tert-butyl-2-[5-bromo-4-(4-chlorophenyl) imidazol-1-yl]Acetate C(C)(C)(C)OC(CN1C=NC(=C1Br)C1=CC=C(C=C1)Cl)=O